histidine aspartate N[C@@H](CC(=O)O)C(=O)O.N[C@@H](CC1=CNC=N1)C(=O)O